CS(=O)(=O)C=1N=NC(=CN1)C1=C2C=NN(C2=C(C=C1)N1N=C(C=C1)C)COCC[Si](C)(C)C 4-(3-methanesulfonyl-1,2,4-triazin-6-yl)-7-(3-methylpyrazol-1-yl)-1-{[2-(trimethylsilyl)ethoxy]methyl}indazole